CC1=C(C=C(C=C1)CN1CCOCC1)NC(C1=CC=C(C=C1)NC1=NC=C(C(=C1)C1=CC=C(C=C1)OC(F)(F)F)SC)=O N-(2-Methyl-5-morpholin-4-ylmethyl-phenyl)-4-[5-methylsulfanyl-4-(4-trifluoromethoxy-phenyl)-pyridin-2-ylamino]-benzamide